5-(6-chloro-1H-pyrrolo[2,3-b]pyridin-3-yl)-N-(1-methylpiperidin-4-yl)pyrazolo[1,5-a]pyridine-3-carboxamide ClC1=CC=C2C(=N1)NC=C2C2=CC=1N(C=C2)N=CC1C(=O)NC1CCN(CC1)C